BrC1=C(C(=C2C(=NC(=NC2=C1F)SC)N1C[C@H]2CC[C@@H](C1)N2C(=O)OC(C)(C)C)F)Cl tert-butyl (1R,5S)-3-(7-bromo-6-chloro-5,8-difluoro-2-(methylthio)quinazolin-4-yl)-3,8-diazabicyclo[3.2.1]octane-8-carboxylate